ClC1=C(C=C2CCCN(C2=C1C(=O)OC)C)F methyl 7-chloro-6-fluoro-1-methyl-1,2,3,4-tetrahydroquinoline-8-carboxylate